O=C1CC(NC=2C=CC=C(C12)C(=O)[O-])C1=CC=CC=C1 4-oxo-2-phenyl-1,2,3,4-tetrahydroquinoline-5-carboxylate